N-((1S)-2-((4-(Cyclopropyl(4,4,4-trifluorobutanamido)methyl)pyridin-2-yl)amino)-1-(4,4-difluorocyclohexyl)-2-oxoethyl)-1-ethyl-1H-pyrazole-5-carboxamide C1(CC1)C(C1=CC(=NC=C1)NC([C@H](C1CCC(CC1)(F)F)NC(=O)C1=CC=NN1CC)=O)NC(CCC(F)(F)F)=O